1-(((3-methylpyrrolidin-2-yl)oxy)methyl)cyclopropylamine CC1C(NCC1)OCC1(CC1)N